tert-butyl 4-[[1-[3-[1-(2,2-difluoro-1,3-benzodioxol-5-yl)ethoxy]phenyl]-3-(trifluoromethyl)-4,5,6,7-tetrahydroindazol-7-yl]oxy]benzoate FC1(OC2=C(O1)C=CC(=C2)C(C)OC=2C=C(C=CC2)N2N=C(C=1CCCC(C21)OC2=CC=C(C(=O)OC(C)(C)C)C=C2)C(F)(F)F)F